(E)-N-(3-fluoro-2-methylphenyl)-3-(2'-oxospiro[cyclopropane-1,3'-indoline]-6'-yl)acrylamide FC=1C(=C(C=CC1)NC(\C=C\C1=CC=C2C3(C(NC2=C1)=O)CC3)=O)C